N-[4-[1-amino-8-[3-fluoro-4-(4-methylpyrimidin-2-yl)oxo-phenyl]-6-methyl-pyrrolo[1,2-a]pyrazin-7-yl]phenyl]prop-2-enamide NC=1C=2N(C=CN1)C(=C(C2C2C(C(=C(C=C2)C2=NC=CC(=N2)C)F)=O)C2=CC=C(C=C2)NC(C=C)=O)C